3-(4-chlorophenyl)-5-(3,5-dihydroxybenzylidene)-1-methyl-2-selenoxoimidazolidin-4-one ClC1=CC=C(C=C1)N1C(N(C(C1=O)=CC1=CC(=CC(=C1)O)O)C)=[Se]